(1R,4R,5R,8R)-8-{6-chloro-5-[p-(2-pyrimidinyl)phenyl]-1H-1,3,4-triazainden-2-yloxy}-2,6-dioxabicyclo[3.3.0]octan-4-ol ClC1=C(N=C2N=C(NC2=C1)O[C@@H]1CO[C@@H]2[C@@H](CO[C@H]12)O)C1=CC=C(C=C1)C1=NC=CC=N1